C(C1=CC=CC=C1)NC1=C(C=C(C(=C1)SCC(F)(F)F)C)F N-benzyl-2-fluoro-4-methyl-5-((2,2,2-trifluoroethyl)thio)aniline